FC=1C=C(C=CC1OC(F)(F)F)NC(=O)N1CC2(C1)CCNCC2 N-(3-fluoro-4-(trifluoromethoxy)phenyl)-2,7-diazaspiro[3.5]nonane-2-carboxamide